F[B-](F)(F)F.[Cu+].C1(=CC=CC=C1)P(C1=C(C=CC=C1)OCOC)C1=CC=CC=C1.C1(=CC=CC=C1)P(C1=C(C=CC=C1)OCOC)C1=CC=CC=C1 Bis[diphenyl(2-(methoxymethoxy)phenyl)phosphine] copper(I) tetrafluoroborate